galactarate O=C([C@H](O)[C@@H](O)[C@@H](O)[C@H](O)C(=O)[O-])[O-]